5-(2-(8-Oxa-3-azabicyclo[3.2.1]octan-3-yl)-9-(pentan-3-yl)-9H-purine-6-yl)pyrazin-2-amine C12CN(CC(CC1)O2)C2=NC(=C1N=CN(C1=N2)C(CC)CC)C=2N=CC(=NC2)N